benzyl-5-methylpiperidin-3-ol C(C1=CC=CC=C1)N1CC(CC(C1)C)O